1-(3,3,5-trimethylcyclohex-1-enyl)pyrrolidine CC1(C=C(CC(C1)C)N1CCCC1)C